(4-bromophenethyl)acetamide BrC1=CC=C(CCCC(=O)N)C=C1